5-(2-cyclobutyl-7H-pyrrolo[2,3-d]pyrimidin-5-yl)-3-(2,2-difluoroethyl)-2-methyl-3H-imidazo[4,5-b]pyridine C1(CCC1)C=1N=CC2=C(N1)NC=C2C2=CC=C1C(=N2)N(C(=N1)C)CC(F)F